OC1=C(C=CC=C1)C(C1=CC=C(C=C1)C)P(OC)(=O)C1=CC=CC=C1 Methyl ((2-hydroxyphenyl)(p-tolyl)methyl)(phenyl)phosphinate